3-(4-(3-((S)-2-(6-methyl-3H-spiro[isobenzofuran-1,4'-piperidine]-1'-carbonyl)pyrrolidin-1-yl)propoxy)-1-oxoisoindolin-2-yl)piperidine-2,6-dione CC1=CC=C2COC3(CCN(CC3)C(=O)[C@H]3N(CCC3)CCCOC3=C4CN(C(C4=CC=C3)=O)C3C(NC(CC3)=O)=O)C2=C1